2-{[4-[4-(2-dimethylamino-phenyl)-piperidin-1-yl]-2-(1-trifluoromethyl-cyclopropyl)-quinazolin-6-yl]-methyl-amino}-ethanol CN(C1=C(C=CC=C1)C1CCN(CC1)C1=NC(=NC2=CC=C(C=C12)N(CCO)C)C1(CC1)C(F)(F)F)C